O=C1NC(CC[C@@H]1N1CC2=CC=C(C=C2C1=O)N1CCC(CC1)C=O)=O (s)-1-(2-(2,6-dioxopiperidin-3-yl)-3-oxoisoindolin-5-yl)piperidine-4-carbaldehyde